C(C)(C)(C)C1=CC(=C2CCC(C2=C1)(C)C)N(C1=CC=C(C=N1)C(=O)O)CC1CC1 6-[(6-tert-butyl-1,1-dimethyl-2,3-dihydro-1H-inden-4-yl)(cyclopropylmethyl)amino]pyridine-3-carboxylic Acid